C(C)OC=1C=C(C=CC1OC)[C@@H](CS(=O)(=O)C)N1C(C2=CC=CC(=C2C1=O)NC(CCCCCCCC)=O)=O N-{2-[(1S)-1-(3-ethoxy-4-methoxyphenyl)-2-methylsulfonyl-ethyl]-1,3-dioxo-2,3-dihydro-1H-isoindol-4-yl}nonanamide